CC1(NC(CC(C1)OC(CCCCCCC(=O)OC1CC(NC(C1)(C)C)(C)C)=O)(C)C)C.ClC=1C=NN(C1CC1N(C(C2=CC=CC=C12)=O)CC1=CNC(S1)=S)C 3-((4-chloro-1-methyl-1H-pyrazol-5-yl)methyl)-2-((2-thioxo-2,3-dihydrothiazol-5-yl)methyl)isoindolin-1-one bis(2,2,6,6-tetramethyl-4-piperidyl)suberate